BrC=1C(=C2COC(C2=CC1)=O)OCC=1C(CN(CC1)C(=O)OC(C)(C)C)C tert-butyl 4-(((5-bromo-1-oxo-1,3-dihydroisobenzofuran-4-yl)oxy)methyl)-3-methyl-3,6-dihydropyridine-1(2H)-carboxylate